2-{2-[2-(1-mercaptoundec-11-yloxy)-ethoxy]-ethoxy}-ethoxy-nitrilotriacetic acid SCCCCCCCCCCCOCCOCCOCCOC(C(=O)O)N(CC(=O)O)CC(=O)O